2-(Cyclopropanecarboxamido)-4-((1-ethyl-7-methoxy-1H-indazol-6-yl)amino)-N-(methyl-d3)pyrimidine-5-carboxamide C1(CC1)C(=O)NC1=NC=C(C(=N1)NC1=CC=C2C=NN(C2=C1OC)CC)C(=O)NC([2H])([2H])[2H]